2'-ethoxy-5-{[2-(1-fluorocyclopentanecarbonyl)-2-azaspiro[3.3]heptan-6-yl]oxy}-N-[(3R)-pyrrolidin-3-yl]-[2,3'-bipyridine]-6-carboxamide C(C)OC1=NC=CC=C1C1=NC(=C(C=C1)OC1CC2(CN(C2)C(=O)C2(CCCC2)F)C1)C(=O)N[C@H]1CNCC1